ClC1=NC=C(C(=O)NOCC)C(=C1)NC=1C(=NC(=CC1)C)N(S(=O)(=O)C)C 6-chloro-N-ethoxy-4-((6-methyl-2-(N-methylmethylsulfonamido)pyridin-3-yl)amino)nicotinamide